ONC(=O)C1=NC=C(N=C1)OC1=CC(=CC=C1)N(C1=NC(=NC2=CC=CC=C12)C)C N-hydroxy-5-(3-(methyl-(2-methyl-4-quinazolinyl)amino)phenoxy)pyrazine-2-carboxamide